5-fluoro-1H-indol-6-ylamine FC=1C=C2C=CNC2=CC1N